C(#N)[C@@]1(N(CCC1)C(=O)C1=CC(=C2N1CCC1=CC(=C(C=C21)C(=O)NC=2C(N(C=CC2)C)=O)OC)C=2SC=CC2)C 3-[(2R)-2-cyano-2-methyl-pyrrolidine-1-carbonyl]-8-methoxy-N-(1-methyl-2-oxo-3-pyridyl)-1-(2-thienyl)-5,6-dihydropyrrolo[2,1-a]isoquinoline-9-carboxamide